O1CCC(CC1)COC1=C(C=CC=C1)B(O)O [2-(OXAN-4-YLMETHOXY)PHENYL]BORANEDIOL